C(=O)(OCC1=CC=CC=C1)N1CCCCC1 N-Cbzpiperidine